methyl-2-(benzyloxy)-5-bromo-3-(trifluoromethyl)pyridine CC1=C(C(=NC=C1Br)OCC1=CC=CC=C1)C(F)(F)F